S1=2C=3C=CC=CC3CC(NCC=3C=NN(CCNC(=NC=C1)C2)C3)=O thia-10,14,15,18,20-pentazatetracyclo[17.3.1.112,15.02,7]tetracosa-1(23),2(7),3,5,12(24),13,19,21-octaen-9-one